BrC=1C(=NC=C(C1C)C(F)(F)F)OC=1C(=NC(=CC1)C)OC 3-bromo-2-[(2-methoxy-6-methyl-3-pyridyl)oxy]-4-methyl-5-(trifluoromethyl)pyridine